(1S,2r)-N-methyl-2-((S)-1-((2-oxooxazolidin-3-yl)methyl)-8-(((S)-1-(thiazole-5-carbonyl)pyrrolidin-3-yl)oxy)-1,2,3,4-tetrahydroisoquinoline-2-carbonyl)cyclohexane-1-carboxamide CNC(=O)[C@@H]1[C@@H](CCCC1)C(=O)N1[C@@H](C2=C(C=CC=C2CC1)O[C@@H]1CN(CC1)C(=O)C1=CN=CS1)CN1C(OCC1)=O